2,3-Dimethyl-N-(2-(pyrrolidin-1-yl)ethyl)-1H-indole-5-carboxamide CC=1NC2=CC=C(C=C2C1C)C(=O)NCCN1CCCC1